C(C)C=1C=CC(=NC1)C.OCCS(=O)(=O)O 2-hydroxyethanesulfonic acid 5-ethyl-2-picoline salt